(3-endo)-8-methyl-8-azabicyclo[3.2.1]oct-3-ylhydroxy(phenyl)acetate CN1C2CC(CC1CC2)C(C(=O)[O-])(C2=CC=CC=C2)O